S1C=CC2=C1C=CC=C2N2CCN(CC2)CCCCOC2=CC=C1C=CC(NC1=C2)=O 7-[4-[4-(1-benzothiophen-4-yl)piperazin-1-yl]butoxy]-1H-quinolin-2-one